7-(4-(3,8-diazabicyclo-[3.2.1]octan-3-yl)-6-chloro-8-fluoro-2-((tetrahydro-1H-pyrrolizin-7a(5H)-yl)meth-oxy)quinazolin-7-yl)naphthalen-2-ol C12CN(CC(CC1)N2)C2=NC(=NC1=C(C(=C(C=C21)Cl)C2=CC=C1C=CC(=CC1=C2)O)F)OCC21CCCN1CCC2